diphenyl-bismuth perfluoro-1-butanesulfonate FC(C(C(C(F)(F)F)(F)F)(F)F)(S(=O)(=O)[O-])F.C1(=CC=CC=C1)[Bi+]C1=CC=CC=C1